Magnesium ethanoate C(C)(=O)[O-].[Mg+2].C(C)(=O)[O-]